tert-butyl 5-((1R,2S)-2-(((tert-butyldiphenylsilyl)oxy)methyl)cyclopropyl)pentanoate [Si](C1=CC=CC=C1)(C1=CC=CC=C1)(C(C)(C)C)OC[C@@H]1[C@@H](C1)CCCCC(=O)OC(C)(C)C